COC(=O)C1=CC=C2C=CC3(CCNCC3)OC2=C1C 8-methylspiro[chromene-2,4'-piperidine]-7-carboxylic acid methyl ester